C(C)OC(=O)C1=C(N=C(S1)NC1=NC(=CC(=N1)C1=CC(=CC=C1)C#N)N1CCC(CC1)O)C 2-[4-(3-(cyano)phenyl)-6-(4-hydroxy-piperidin-1-yl)-pyrimidin-2-ylamino]-4-methylthiazole-5-carboxylic acid ethyl ester